ClC1=C(C(=O)N)C=CC(=C1)C1=NNC2=NC=C(C=C21)C=2C=CC1=C(CCC(CC1)(N1[C@@H](CCC1)C)CC)C2 2-Chloro-4-(5-{7-ethyl-7-[(2R)-2-methylpyrrolidin-1-yl]-6,7,8,9-tetrahydro-5H-benzo[7]annulen-2-yl}-1H-pyrazolo[3,4-b]pyridin-3-yl)benzamide